Tetrahydroxydiboron B(B(O)O)(O)O